CC=1C2C=CC(C1)C2 2-methyl-2,5-norbornadiene